3-bromo-6-(tetrahydro-2H-pyran-4-yl)pyridinecarbonitrile BrC=1C(=NC(=CC1)C1CCOCC1)C#N